ClC1=CN=C2C(=N1)N(N=C2)C2CCOCC2 6-chloro-1-(tetrahydro-2H-pyran-4-yl)-1H-pyrazolo[3,4-b]pyrazine